3-((4-chloro-3-fluoropyridin-2-yl)oxy)-2,2-dimethyl-N-(1-methylpiperidin-4-yl)propanamide ClC1=C(C(=NC=C1)OCC(C(=O)NC1CCN(CC1)C)(C)C)F